N1=CC=C2N1CCCN2C=2C=NC=1CCN(CC1C2)C=2C(=C(C=1N(N2)C(C=CN1)=O)C)C 7-(3-(6,7-dihydropyrazolo[1,5-a]pyrimidin-4(5H)-yl)-7,8-dihydro-1,6-naphthyridin-6(5H)-yl)-8,9-dimethyl-4H-pyrimido[1,2-b]pyridazin-4-one